N-(5-(2-(1-azaspiro[3.3]heptan-1-yl)acetamido)-2-methylpyridin-3-yl)-2-(1-(2-methoxyethyl)-1H-pyrazol-4-yl)pyrazolo[5,1-b]thiazole-7-carboxamide N1(CCC12CCC2)CC(=O)NC=2C=C(C(=NC2)C)NC(=O)C=2C=NN1C2SC(=C1)C=1C=NN(C1)CCOC